N-(8,9-difluoro-6-oxo-1,4,5,6-tetrahydro-2H-pyrano[3,4-c]isoquinolin-1-yl)-N-methyl-5-(methylsulfonyl)-1H-indole-2-carboxamide FC=1C(=CC=2C3=C(NC(C2C1)=O)COCC3N(C(=O)C=3NC1=CC=C(C=C1C3)S(=O)(=O)C)C)F